C(#N)C(C)C1=C(C=C(C=C1)N1CC2CCC(C1)N2C(=O)OC(C)(C)C)F tert-Butyl 3-[4-(1-cyanoethyl)-3-fluorophenyl]-3,8-diazabicyclo[3.2.1]octane-8-carboxylate